FC1(CCC(CC1)C(=O)N[C@@H](CCN1C2CC(CC1CC2)N2C(=NN=C2C(C)C)CCNC(OCC2C1=CC=CC=C1C=1C=CC=CC21)=O)C2=CC=CC=C2)F (9H-fluoren-9-yl)methyl (2-(4-(8-((S)-3-(4,4-difluorocyclohexane-1-carboxamido)-3-phenylpropyl)-8-azabicyclo[3.2.1]octan-3-yl)-5-isopropyl-4H-1,2,4-triazol-3-yl)ethyl)carbamate